C(C)(C)(C)OC(=O)NCCC(=O)OCC=O 2-oxoethyl 3-((tert-butoxycarbonyl)amino)propanoate